COC1=C(SC=C1)CNCC1(CCOC2(CCCC2)C1)C1=NC=CC=C1 1-(3-Methoxythien-2-yl)-N-((9-(pyridin-2-yl)-6-oxaspiro[4.5]decan-9-yl)methyl)methylamine